FC(C1CN(CCO1)C=1C=C(C=C(C1)C(F)(F)F)N1C(N(C=C1C)CC=1C=NN(C1)CC)=O)F 3-{3-[2-(difluoromethyl)morpholin-4-yl]-5-(trifluoromethyl)phenyl}-1-[(1-ethyl-1H-pyrazol-4-yl)methyl]-4-methyl-1,3-dihydro-2H-imidazol-2-one